FC(OC[C@@H]1CN(CCN1)C(=O)OCC1=CC=CC=C1)F benzyl (S)-3-((difluoromethoxy)methyl)piperazine-1-carboxylate